Cl.N[C@H](C(=O)O)[C@@H](C)C1=CC=CC=C1 (2S,3S)-2-Amino-3-phenyl-butyric acid hydrochloride